C[C@H]1C[C@@H]([C@@H]([C@H](/C=C(/[C@@H]([C@H](/C=C\\C=C(\\C(=O)NC2=CC(=O)C(=C(C1)C2=O)NCCN(C)C)/C)OC)OC(=O)N)\\C)C)O)OC The molecule is a 19-membered macrocyle that is geldanamycin in which the methoxy group attached to the benzoquinone moiety has been replaced by a 2-(N,N-dimethylamino)ethylamino group. It has a role as a Hsp90 inhibitor. It is a secondary amino compound, a tertiary amino compound, an ansamycin, a member of 1,4-benzoquinones and a carbamate ester. It derives from a geldanamycin.